3-[6-amino-1-[(2,6-difluoro-4-nitro-phenyl)methyl]pyrazolo[3,4-d]pyrimidin-4-yl]benzonitrile NC1=NC(=C2C(=N1)N(N=C2)CC2=C(C=C(C=C2F)[N+](=O)[O-])F)C=2C=C(C#N)C=CC2